4-Bromo-2',4'-dihydroxychalcone BrC1=CC=C(C=C1)\C=C\C(=O)C1=C(C=C(C=C1)O)O